CC(C)(OC(=O)C1C2C=CC(C1C(=O)OC(C)(C)OC)C2)OC 2,3-bis(1-methyl-1-methoxyethoxycarbonyl)-5-norbornene